1-({[(1R)-1-(4-chlorophenyl)-2-[(5-chloropyrimidin-2-yl)methyl]-5-(1-cyclobutyl-1-hydroxyethyl)-7-fluoro-3-oxo-2,3-dihydro-1H-isoindol-1-yl]oxy}methyl)cyclopropane-1-carboxamide ClC1=CC=C(C=C1)[C@@]1(N(C(C2=CC(=CC(=C12)F)C(C)(O)C1CCC1)=O)CC1=NC=C(C=N1)Cl)OCC1(CC1)C(=O)N